N-(3,5-Difluorobenzyl)-3-(5-(Piperidin-4-ylmethyl)-1,4,5,6-Tetrahydropyrrolo[3,4-d]Imidazol-2-yl)-1H-Indazol-5-Amin FC=1C=C(CNC=2C=C3C(=NNC3=CC2)C2=NC3=C(N2)CN(C3)CC3CCNCC3)C=C(C1)F